N-(4-cyanobenzyl)-6-((1-(((3S,4S)-3,4-dihydroxypyrrolidin-1-yl)sulfonyl)cyclopropyl)methyl)-1-methyl-7-oxo-4,5,6,7-tetrahydro-1H-pyrazolo[3,4-c]pyridine-3-carboxamide C(#N)C1=CC=C(CNC(=O)C2=NN(C=3C(N(CCC32)CC3(CC3)S(=O)(=O)N3C[C@@H]([C@H](C3)O)O)=O)C)C=C1